((3-chloro-1,4-diphenoxy-1,4-dihydronaphthalen-2-ylamino)methyl)-N-(5-methyl-3H-pyrazol-3-yl)benzamide ClC1=C(C(C2=CC=CC=C2C1OC1=CC=CC=C1)OC1=CC=CC=C1)NCC1=C(C(=O)NC2N=NC(=C2)C)C=CC=C1